N=1C=CN2C1N=CC(=C2)C=2C=CN1N=C(N=CC12)NCCOC(C)C 5-(imidazo[1,2-a]pyrimidin-6-yl)-N-(2-isopropoxyethyl)pyrrolo[2,1-f][1,2,4]triazin-2-amine